Cl.OCCN1N=C(C(=C1)C=1C2=C(N=CN1)C=C(C(=N2)NC(=O)C21CC(C2)C1)OC)C1=CC=CC=C1 N-(4-(1-(2-hydroxyethyl)-3-phenyl-1H-pyrazol-4-yl)-7-methoxypyrido[3,2-d]pyrimidin-6-yl)bicyclo[1.1.1]pentane-1-carboxamide HCl